(4-(3-amino-4-hydroxy-but-1-yn-1-yl)phenyl)-2-((S)-4-(4-chlorophenyl)-2,3,9-trimethyl-6H-thieno[3,2-f][1,2,4]triazolo[4,3-a][1,4]diazepin-6-yl)acetamide hydrochloride Cl.NC(C#CC1=CC=C(C=C1)C(C(=O)N)[C@H]1C=2N(C3=C(C(=N1)C1=CC=C(C=C1)Cl)C(=C(S3)C)C)C(=NN2)C)CO